FC(C1=NN(C(=C1)C(F)F)CC(=O)N1CCC(CC1)C=1SC=C(N1)C1=NOC(C1)C1=C(C=CC=C1Cl)CS(=O)(=O)[O-])F 2-{3-[2-(1-{[3,5-Bis(difluoromethyl)-1H-pyrazol-1-yl]acetyl}piperidin-4-yl)-1,3-thiazol-4-yl]-4,5-dihydro-1,2-oxazol-5-yl}-3-chlorophenylmethansulfonat